C1(CC1)C1=C(C(=NO1)C1=C(C=CC=C1F)F)COC1CCN(CC1)C1=NC=C(C(NO)=N)C=C1 6-(4-((5-cyclopropyl-3-(2,6-difluorophenyl)isoxazol-4-yl)methoxy)piperidin-1-yl)-N-hydroxynicotinimidamide